valproic acid-d3 benzyl-3-(((3S)-10-(2,4-difluorophenyl)-7-hydroxy-5-oxo-9-(trifluoromethyl)-3,5-dihydro-2H-[1,4]thiazino[2,3,4-ij]quinazolin-3-yl)methyl)azetidine-1-carboxylate C(C1=CC=CC=C1)OC(=O)N1CC(C1)C[C@H]1CSC=2C(=C(C=C3C(=NC(N1C23)=O)O)C(F)(F)F)C2=C(C=C(C=C2)F)F.C(C(C(CC)([2H])[2H])(CCC)[2H])(=O)O